[4-(5-chlorooxazolo[4,5-b]pyridin-2-yl)piperazin-1-yl]-[6-[[1-(methoxymethyl)cyclopropyl]methoxy]-5-methyl-3-pyridyl]methanone ClC1=CC=C2C(=N1)N=C(O2)N2CCN(CC2)C(=O)C=2C=NC(=C(C2)C)OCC2(CC2)COC